C(C)(C)(C)C1=CC=C(OCC=2N=NN(C2)[C@H](C(=O)N2[C@@H](C[C@H](C2)O)C(=O)NC)C(C)(C)C)C=C1 (2S,4R)-1-[(2S)-2-[4-[(4-tert-butylphenoxy)methyl]triazol-1-yl]-3,3-dimethyl-butanoyl]-4-hydroxy-N-methyl-pyrrolidine-2-carboxamide